(3,5-Di-tert-butylphenyl)(mesityl)iodonium triflate [O-]S(=O)(=O)C(F)(F)F.C(C)(C)(C)C=1C=C(C=C(C1)C(C)(C)C)[I+]C1=C(C=C(C=C1C)C)C